rac-N-((4R,5R)-7-ethyl-4-(4-fluorophenyl)-3-(hydroxymethyl)-6-oxo-1-propyl-4,5,6,7-tetrahydro-1H-pyrazolo[3,4-b]pyridin-5-yl)-3-(trifluoromethyl)benzamide C(C)N1C2=C([C@H]([C@H](C1=O)NC(C1=CC(=CC=C1)C(F)(F)F)=O)C1=CC=C(C=C1)F)C(=NN2CCC)CO |r|